3-((5-(5-(difluoromethyl)-1,3,4-oxadiazol-2-yl)pyridin-2-yl)methyl)-5-fluoro-1-(1-methylpiperidin-4-yl)-1,3-dihydro-2H-benzo[d]imidazol-2-one FC(C1=NN=C(O1)C=1C=CC(=NC1)CN1C(N(C2=C1C=C(C=C2)F)C2CCN(CC2)C)=O)F